N1=C(C=CC=C1)CN(CC1=NC=CC=C1)CC1=NC=CC=C1 tris[(2-pyridyl)methyl]-amine